piperazin-1-yl(3-(pyridin-2-yl)phenyl)methanone N1(CCNCC1)C(=O)C1=CC(=CC=C1)C1=NC=CC=C1